1-(((R)-1-((R)-3-Cyclohexyl-2-methylpropanoyl)-4-hydroxy-3,3-dimethylpiperidin-4-yl)methyl)-5-(4-hydroxypiperidin-1-carbonyl)-4-phenylpyridin-2(1H)-on C1(CCCCC1)C[C@H](C(=O)N1CC([C@@](CC1)(O)CN1C(C=C(C(=C1)C(=O)N1CCC(CC1)O)C1=CC=CC=C1)=O)(C)C)C